4-[(1S,4aS,8aS)-5,5,8a-trimethyl-2-methylene-decahydronaphthalen-1-yl]butan-2-ol CC1([C@@H]2CCC([C@@H]([C@]2(CCC1)C)CCC(C)O)=C)C